N-methyl-2-(morpholin-4-yl)ethylamine CNCCN1CCOCC1